1,5-Diphenylpyrazol C1(=CC=CC=C1)N1N=CC=C1C1=CC=CC=C1